6-[3-[2-[2-[2-(2-benzyloxyethoxy)ethoxy]ethoxy]ethoxy]-2-(6-hydroxyhexoxy)propoxy]hexan-1-ol C(C1=CC=CC=C1)OCCOCCOCCOCCOCC(COCCCCCCO)OCCCCCCO